N-(4-(1-Methyl-1H-pyrazol-4-yl)phenyl)-7-((tetrahydrofuran-2-yl)methyl)-7H-pyrrolo[2,3-d]pyrimidin-2-amine CN1N=CC(=C1)C1=CC=C(C=C1)NC=1N=CC2=C(N1)N(C=C2)CC2OCCC2